ClC1=C(C=CC(=C1)OC)N1C=NC(=C1)C1=NC(=NC=C1C(F)(F)F)NC1CCN(CC1)S(=O)(=O)C (1-(2-chloro-4-methoxyphenyl)-1H-imidazol-4-yl)-N-(1-(methylsulfonyl)piperidin-4-yl)-5-(trifluoromethyl)pyrimidin-2-amine